C(#N)C(C(=O)O)=CC1=CC2=C(C=C(O2)C2=CC=C(C=C2)N(C=2C=NC=CC2)C=2C=NC=CC2)C=C1 2-cyano-3-(2-(4-(di(pyridin-3-yl)amino)phenyl)benzofuran-6-yl)acrylic acid